2-[1-(3-azabicyclo[3.2.1]octan-8-yl)pyrazol-yl]-8-chloro-7-[(2-methyl-3H-benzimidazol-5-yl)oxy]quinoxaline C12CNCC(CC1)C2N2N=C(C=C2)C2=NC1=C(C(=CC=C1N=C2)OC2=CC1=C(N=C(N1)C)C=C2)Cl